COC(C(=C)C)=O MethylMethAcrylate